3-(2-Boronoethyl)-2-hydroxy-6-[(1-D-threonyl-azetidin-3-yl)oxy]benzoic acid B(O)(O)CCC=1C(=C(C(=O)O)C(=CC1)OC1CN(C1)C([C@H](N)[C@@H](O)C)=O)O